FC1=CC=C(C=C1)N1N=C(N=N1)C1CCN(CC1)C(=O)[C@H]1N(CC2(CCC2)[C@@H](C1)O)C(=O)OC(C)(C)C tert-butyl (7S,9R)-7-(4-(2-(4-fluorophenyl)-2H-tetrazol-5-yl)piperidine-1-carbonyl)-9-hydroxy-6-azaspiro[3.5]nonane-6-carboxylate